BrC1=C2C(=NN(C2=CC=C1)C1OCCCC1)C(=O)OC methyl 4-bromo-1-tetrahydropyran-2-yl-indazole-3-carboxylate